ClC=1C=C(C=CC1F)NC1=NC=NC2=CC(=C(C=C12)NC(C=C)=O)OCCCN1CCN(CC1)CC1=CC(=CC=C1)C1C(NC(CC1)=O)=O N-(4-((3-chloro-4-fluorophenyl)amino)-7-(3-(4-(3-(2,6-dioxopiperidin-3-yl)benzyl)piperazin-1-yl)propoxy)quinazolin-6-yl)acrylamide